FC=1C=C(C=CC1F)[C@H]1[C@@H](C1)NC=1C2=C(N=C(N1)C=1C=CC(NC1)=O)SC(=C2)C 5-(4-(((1R,2S)-2-(3,4-difluorophenyl)cyclopropyl)amino)-6-methylthieno[2,3-d]pyrimidin-2-yl)pyridin-2(1H)-one